NC1=C(C=C(C=2C(C3=CC=CC=C3C(C12)=O)=O)N)S(=O)(=O)O 1,4-diamino-2-sulfoanthraquinone